FC1=C(C=C(C=C1C[C@@H]1N(C2CC([C@@H]1NS(=O)(=O)C)C2)C([C@](C)([2H])O)=O)F)C2=CC=CC=C2 N-{(3S,4S)-3-[(2,5-difluoro[biphenyl]-3-yl)methyl]-2-[(2R)-2-hydroxy(2-2H)propanoyl]-2-azabicyclo[3.1.1]heptan-4-yl}methanesulfonamide